F[B-](F)(F)F.C[Sn+](C)C trimethyltin tetrafluoroborate